CC(=O)N[C@@H]1[C@H]([C@@H]([C@H](O[C@H]1O[C@H]2[C@H]([C@H](O[C@H]([C@@H]2O)O[C@@H]3[C@H]([C@H](O[C@@H]([C@@H]3O)CO)O)NC(=O)C)CO)O)CO)O)O The molecule is a linear amino trisaccharide comprised of a (1->3)-linked sequence of N-acetyl-beta-D-glucosamine, beta-D-galactose and N-acetyl-beta-D-galactosamine residues. It has a role as an epitope. It is an amino trisaccharide, a glucosamine oligosaccharide and a galactosamine oligosaccharide.